tert-Butyl 3-((2-((S)-((tert-butoxycarbonyl)amino)(4,4-difluorocyclohexyl)methyl)imidazo[1,2-b]pyridazin-7-yl)methyl)-3-methyl-2-oxopyrrolidine-1-carboxylate C(C)(C)(C)OC(=O)N[C@H](C=1N=C2N(N=CC(=C2)CC2(C(N(CC2)C(=O)OC(C)(C)C)=O)C)C1)C1CCC(CC1)(F)F